1,2,3,4-tetrahydroisoquinoline-1-carboxylic acid C1(NCCC2=CC=CC=C12)C(=O)O